6-chloro-N-(2-fluoro-4-iodophenyl)-1H-indole-3-sulfonamide ClC1=CC=C2C(=CNC2=C1)S(=O)(=O)NC1=C(C=C(C=C1)I)F